trimethyl-[3-(2-methyl-prop-2-enoylamino)propyl]ammonium chloride [Cl-].C[N+](CCCNC(C(=C)C)=O)(C)C